1-(3-fluoro-1-bicyclo[1.1.1]pentyl)ethylamine hydrochloride Cl.FC12CC(C1)(C2)C(C)N